FC(F)(F)[B-](C(F)(F)F)(C(F)(F)F)C(F)(F)F.[K+] Potassium tetrakis(trifluoromethyl)borate